ClC=1C=CC(=C(C1)B(O)O)OC 5-CHLORO-2-METHOXYPHENYLBORONIC ACID